N-(4-aminopyridin-2-yl)-N-(4-fluoro-3-methoxyphenyl)acetamide NC1=CC(=NC=C1)N(C(C)=O)C1=CC(=C(C=C1)F)OC